(S)-6-methyl-4,6-dihydropyrrolo[3,4-c]pyrazole-5(1H)-carboxylic acid tert-butyl ester C(C)(C)(C)OC(=O)N1[C@H](C=2NN=CC2C1)C